N-(2,5-dimethoxyphenyl)-4-ethoxybenzenesulfonamide COC1=C(C=C(C=C1)OC)NS(=O)(=O)C1=CC=C(C=C1)OCC